(E)-3,3,3-trifluoro-1-nitro-prop-1-ene FC(/C=C/[N+](=O)[O-])(F)F